methyl 3-(2-(((1S,3S)-3-((4-((tert-butoxycarbonyl) amino) butyl) amino) cyclopentyl) amino)-5-(trifluoromethyl) pyrimidin-4-yl)-1H-indole-6-carboxylate C(C)(C)(C)OC(=O)NCCCCN[C@@H]1C[C@H](CC1)NC1=NC=C(C(=N1)C1=CNC2=CC(=CC=C12)C(=O)OC)C(F)(F)F